C[C@@H]1NCC[C@H]2C(CCC[C@H]12)=O (1S,4aR,8aS)-1-methyl-2,3,4,4a,6,7,8,8a-octahydro-1H-isoquinolin-5-one